1-(methyl-d3)-1H-pyrazol-3-amine C(N1N=C(C=C1)N)([2H])([2H])[2H]